C(C)(SC1CCC(CC1)N1C(C2=CC=CC=C2C1=O)=O)=O S-(4-(1,3-dioxoisoindolin-2-yl)cyclohexyl) ethanethioate